(R)-4-[4-(2-amino-6-methyl-pyrimidin-4-yl)-1,4-oxazepan-3-yl]-3-chloro-N,N-dimethylbenzamide NC1=NC(=CC(=N1)N1[C@@H](COCCC1)C1=C(C=C(C(=O)N(C)C)C=C1)Cl)C